FC=1C=C(C=CC1)C1=C(C=CC=C1)C(\C=C\C1=CC=C(C=C1)N(C1=CC=CC=C1)C1=CC=CC=C1)=O (E)-1-(3'-Fluoro[1,1'-biphenyl]-2-yl)-3-(4-(diphenylamino)phenyl)prop-2-en-1-one